(E)-1,3-dichloro-5-(3,3-diethoxyprop-1-en-1-yl)benzene 2,5-dioxopyrrolidin-1-yl-(2S)-bicyclo[2.2.1]hept-5-ene-2-carboxylate O=C1N(C(CC1)=O)C12[C@H](CC(C=C1)C2)C(=O)O.ClC2=CC(=CC(=C2)\C=C\C(OCC)OCC)Cl